1-(5-((2,3-dihydrobenzo[b][1,4]dioxin-5-yl)amino)-7-(methylamino)pyrazolo[1,5-a]pyrimidin-3-yl)-3-(2-hydroxyethyl)urea O1C2=C(OCC1)C(=CC=C2)NC2=NC=1N(C(=C2)NC)N=CC1NC(=O)NCCO